N-nonanoyl-leucine C(CCCCCCCC)(=O)N[C@@H](CC(C)C)C(=O)O